Triphenylsilyl isocyanat C1(=CC=CC=C1)[Si](C1=CC=CC=C1)(C1=CC=CC=C1)N=C=O